Cl.N1N=CC=2CC[C@@H]3[C@H](C12)CNC3 |r| rac-(5aR,8aS)-1,4,5,5a,6,7,8,8a-octahydropyrrolo[3,4-g]indazole hydrochloride